BrC1=C(C=O)C=CC(=C1)I 2-bromo-4-iodo-benzaldehyde